(1-cyanocyclopropyl)-4,5-dihydrofuran-3-carbonitrile C(#N)C1(CC1)C=1OCCC1C#N